F[C@H]1C[C@@H](N(C1)C(C1=CC(=CC=C1)S(=O)(=O)C)=O)C(=O)N[C@@H](C1=CC=C(C=C1)C(F)(F)F)C1COC1 (4S)-4-fluoro-1-(3-(methylsulfonyl)benzoyl)-N-((R)-3-oxetanyl(4-(trifluoromethyl)phenyl)methyl)-D-prolinamide